C(CC)C1CC\C=C/CCCCCCCC(O1)=O (Z)-14-propyloxacyclotetradec-10-en-2-one